nickel cobalt-manganese [Mn].[Co].[Ni]